COC(=O)N1CCN(CC1)C=1N=CC2=C(N=CC=C2C1)NCC1=CC=C(C=C1)C1=CC(=NC=C1)C 4-(8-(4-(2-methylpyridin-4-yl)benzylamino)-2,7-naphthyridin-3-yl)piperazine-1-carboxylic acid methyl ester